CC1=C(C=C(C(N1C1=CC=CC=C1)=O)C(=O)NC1=CC=C(C=C1)B1OC(C(O1)(C)C)(C)C)C1=NC=CC=N1 6-methyl-2-oxo-1-phenyl-5-pyrimidin-2-yl-N-[4-(4,4,5,5-tetramethyl-1,3,2-dioxaborolan-2-yl)phenyl]-1,2-dihydropyridine-3-carboxamide